2,4-bis(2-methylbutan-2-yl)phenyl bis[4-(2-methylbutan-2-yl)phenyl] phosphite P(OC1=C(C=C(C=C1)C(C)(CC)C)C(C)(CC)C)(OC1=CC=C(C=C1)C(C)(CC)C)OC1=CC=C(C=C1)C(C)(CC)C